2,4-dichloro-6-(2,5-dimethyl-1H-pyrrol-1-yl)pyridine ClC1=NC(=CC(=C1)Cl)N1C(=CC=C1C)C